1-{3-[(3R)-3-aminopyrrolidin-1-yl]phenyl}-N-{3-fluoro-4-[4-(morpholin-4-yl)-7-{[2-(trimethylsilyl)ethoxy]methyl}-7H-pyrrolo[2,3-d]pyrimidin-6-yl]phenyl}ethane-1-sulfonamide N[C@H]1CN(CC1)C=1C=C(C=CC1)C(C)S(=O)(=O)NC1=CC(=C(C=C1)C1=CC2=C(N=CN=C2N2CCOCC2)N1COCC[Si](C)(C)C)F